[Mg+2].C1(C(CCCC1)C(=O)[O-])C(=O)[O-] cyclohexane-1,2-dicarboxylic acid magnesium salt